(9Z)-9-tetradecenal C(CCCCCCC\C=C/CCCC)=O